ClC1=CC(=C(CNC(=O)C=2OC=C(N2)C2=NC(=NC=C2C)NC2=CC=NN2C)C=C1)F N-(4-chloro-2-fluorobenzyl)-4-(5-methyl-2-((1-methyl-1H-pyrazol-5-yl)amino)pyrimidin-4-yl)oxazole-2-carboxamide